(R)-2-(5-fluoro-2-(hydroxymethyl)benzyl)-7-(2-(isopropylamino)-5-(trifluoromethyl)pyridin-4-yl)-3-(methoxymethyl)-3,4-dihydropyrrolo[1,2-a]pyrazine-1(2H)-one FC=1C=CC(=C(CN2C(C=3N(C[C@@H]2COC)C=C(C3)C3=CC(=NC=C3C(F)(F)F)NC(C)C)=O)C1)CO